4-(5-(1-methyl-1H-imidazol-2-yl)benzo[d]oxazol-2-yl)picolinic acid CN1C(=NC=C1)C=1C=CC2=C(N=C(O2)C2=CC(=NC=C2)C(=O)O)C1